C1(CC1)\C(=C/C(=O)OCCCCCC)\C(NC1=CC=CC=C1)=O Hexyl (E)-3-cyclopropyl-4-oxo-4-(phenylamino)but-2-enoate